C(C)OC(=O)C=1N(C2=CC=C(C=C2C1)[C@@H]1CC(OCC1)(C)C)[C@@]1([C@H](C1)C)C1=NS(CN1)(O)O 5-((S)-2,2-dimethyltetrahydro-2H-pyran-4-yl)-1-((1S,2S)-1-(1,1-dihydroxy-4,5-dihydro-1,2,4-thiadiazol-3-yl)-2-methylcyclopropyl)-1H-indole-2-carboxylic acid ethyl ester